FC=1C(=C(C=CC1)C(C)(C)NC(C[C@@H]1N(CCC1)C)=O)C (R)-N-(2-(3-fluoro-2-methylphenyl)propan-2-yl)-2-(1-methylpyrrolidin-2-yl)acetamide